(tert-butyl 3-(5-((tetrahydro-2H-pyran-4-yl) carbamoyl) thiophen-2-yl) imidazo[1,2-a]pyridin-6-yl) carbamate C(N)(OC=1C=CC=2N(C1)C(=C(N2)C(C)(C)C)C=2SC(=CC2)C(NC2CCOCC2)=O)=O